2,4-dichloro-6-[2-(1H-indol-3-yl)ethoxy]pyrimidin ClC1=NC(=CC(=N1)Cl)OCCC1=CNC2=CC=CC=C12